2,2',4-Tris(2-chlorophenyl)-5-(3,4-dimethoxyphenyl)-4',5'-diphenyl-1,1'-biimidazole ClC1=C(C=CC=C1)C=1N(C(=C(N1)C1=C(C=CC=C1)Cl)C1=CC(=C(C=C1)OC)OC)N1C(=NC(=C1C1=CC=CC=C1)C1=CC=CC=C1)C1=C(C=CC=C1)Cl